C(C)N1CCN(CC1)C=1C=CC(=NC1)NC1=NC=C(C(=N1)C=1C=C2C=CC=NC2=C(C1)F)F N-(5-(4-Ethylpiperazin-1-yl)pyridin-2-yl)-5-fluoro-4-(8-fluoroquinolin-6-yl)pyrimidin-2-amine